(benzo[d]oxazol-2-ylamino)-N-(6-mercaptohexyl)pyrimidine-5-carboxamide O1C(=NC2=C1C=CC=C2)NC2=NC=C(C=N2)C(=O)NCCCCCCS